C(#N)[C@H](C)NC(C1=CC=C(C=C1)C1=NC(=NC=C1C)NC=1C=NN(C1)C1CCC(CC1)F)=O N-((S)-1-cyanoethyl)-4-(2-((1-((1r,4r)-4-fluorocyclohexyl)-1H-pyrazol-4-yl)amino)-5-methylpyrimidin-4-yl)benzamide